CC1=C(N(C2=CC=CC=C2)C2=CC=CC=C2)C(=CC(=C1)C)C 2,4,6-trimethyl-N,N-diphenylaniline